[(2R,3R,4R,5R)-4-acetoxy-2-[2-[2-(2-benzyloxyethoxy)ethoxy]ethoxy-methyl]-5-[2-(2-meth-ylpropanoylamino)-6-oxo-1H-purin-9-yl]tetrahydrofuran-3-yl] acetate C(C)(=O)O[C@@H]1[C@H](O[C@H]([C@@H]1OC(C)=O)N1C=2N=C(NC(C2N=C1)=O)NC(C(C)C)=O)COCCOCCOCCOCC1=CC=CC=C1